5-ethoxy-2-fluorobenzenesulfonamide C(C)OC=1C=CC(=C(C1)S(=O)(=O)N)F